C(C=C)(=O)OCCSC(C)(C)SCCOCCCCCCCCCCCC 2-((2-((2-(dodecyloxy)ethyl)thio)propan-2-yl)thio)ethyl acrylate